C(C1=CC=CC=C1)C1CC2C(CN(C2)CC(O)C2=CC=C(C=N2)O)C1 rac-6-(2-{5-benzyl-octahydrocyclopenta[c]pyrrol-2-yl}-1-hydroxyethyl)pyridin-3-ol